C1=CC=CC=2C3=CC=CC=C3C(C12)COC(N[C@@H](C(NNC(N[C@H](C(=O)O)CC(C)C)=O)=O)CC=1OC=CC1)=O (5R,11S)-1-(9H-fluoren-9-yl)-5-(furan-2-ylmethyl)-11-isobutyl-3,6,9-trioxo-2-oxa-4,7,8,10-tetraazadodecane-12-oic acid